ClC1=NC=CC=C1C(=O)NC1=C(C=CC=C1)C1=CC=C(C=C1)Cl 2-chloro-N-(4'-chloro[1,1'-biphenyl]-2-yl)pyridine-3-carboxamide